4-(6-fluoro-4-((R)-2-methylpiperazin-1-yl)-2-(((S)-1-methylpyrrolidin-2-yl)methoxy)pyrido[2,3-d]pyrimidin-7-yl)naphthalen-2-ol FC1=CC2=C(N=C(N=C2N2[C@@H](CNCC2)C)OC[C@H]2N(CCC2)C)N=C1C1=CC(=CC2=CC=CC=C12)O